N-(1-(1H-indol-3-yl)hexan-2-yl)-6-(4,4-dimethylpiperidin-1-yl)benzo[b]thiophene-2-Carboxamide N1C=C(C2=CC=CC=C12)CC(CCCC)NC(=O)C1=CC2=C(S1)C=C(C=C2)N2CCC(CC2)(C)C